C1=C(NC(=S)N1)CC(C(=O)O)N 2-THIOHISTIDIN